OC[C@@H]1CC(CN1C(=O)C1=CC=C(C=C1)C1=C(C=CC=C1)C)=O (3Z,5S)-5-(hydroxymethyl)-1-[(2'-methyl-1,1'-biphenyl-4-yl)carbonyl]pyrrolidin-3-one